N-[(4-Chlorophenyl)-methyl]-2-ethylsulfanyl-6-[(3R)-3-(methoxymethyl)-morpholin-4-yl]-4-methyl-pyridine-3-carboxylic acid amide ClC1=CC=C(C=C1)CNC(=O)C=1C(=NC(=CC1C)N1[C@@H](COCC1)COC)SCC